C(C=C)[C@@](N)(C)C(=O)O |o1:3| (S)- or (R)-α-allylalanine